N-((R)-1-(((S)-4-hydroxy-3-oxo-1-((R)-2-oxopyrrolidin-3-yl)butan-2-yl)amino)-4-methyl-1-oxopentan-2-yl)-4-methoxy-1-(2-methylallyl)-1H-indole-2-carboxamide OCC([C@H](C[C@@H]1C(NCC1)=O)NC([C@@H](CC(C)C)NC(=O)C=1N(C2=CC=CC(=C2C1)OC)CC(=C)C)=O)=O